C(C)(C)(C)OC(=O)[C@H]1[C@@H](C1)CC(CCCO)(F)F |r| Rac-(1r,2s)-2-(2,2-difluoro-5-hydroxypentyl)cyclopropane-1-carboxylic acid tert-butyl ester